1-(2-(trifluoromethoxy)ethyl)-1H-indazole FC(OCCN1N=CC2=CC=CC=C12)(F)F